tosyl iodide S(=O)(=O)(C1=CC=C(C)C=C1)I